3-Aminopyrazolo[1,5-a]pyrimidin-7(4H)-one NC=1C=NN2C1NC=CC2=O